C(C1=CC=CC=C1)NC1=C2N=CN(C2=NC(=N1)C=1C=NC=CC1C)[C@H]1[C@@H]([C@@H]([C@H](O1)C(=O)NC)O)O (2s,3s,4r,5r)-5-(6-(benzylamino)-2-(4-methylpyridin-3-yl)-9H-purin-9-yl)-3,4-dihydroxy-N-methyltetrahydrofuran-2-carboxamide